4-(((R)-3-aminopyrrolidin-1-yl)-6-(difluoromethyl)quinazolin-2-yl)-1-((2,2-difluoroethyl)imino)-2,3,4,5-tetrahydrobenzo[f][1,4]thiazepine N[C@H]1CN(CC1)C1=NC(=NC2=CC=C(C=C12)C(F)F)N1CCS(C2=C(C1)C=CC=C2)=NCC(F)F